C(C)(=O)N1CCN(CC1)C=1C=CC(=NC1)C=1C(=NC(=C(C1)C=1C=C2CCNC(C2=CC1F)=O)N)F 6-(5-(4-acetylpiperazin-1-yl)-6'-amino-2'-fluoro-[2,3'-bipyridin]-5'-yl)-7-fluoro-3,4-dihydroisoquinolin-1(2H)-one